(1S,2S)-2-fluoro-N-(5-(6-fluoro-5-methyl-7-(trifluoromethoxy)-1H-indazol-4-yl)pyrazolo[1,5-a]pyridin-2-yl)cyclopropane-1-carboxamide F[C@@H]1[C@@H](C1)C(=O)NC1=NN2C(C=C(C=C2)C2=C3C=NNC3=C(C(=C2C)F)OC(F)(F)F)=C1